(R)-9-[4-(L-isoleucyloxy)-2-(stearoyloxymethyl)butyl]guanine N[C@@H]([C@@H](C)CC)C(=O)OCC[C@H](CN1C=2N=C(NC(C2N=C1)=O)N)COC(CCCCCCCCCCCCCCCCC)=O